FC1=CC=CC=2C(=N[C@@H](C(NC21)=O)NC(=O)C=2C(=NN1C2SCCC1)C1=C(C=CC=C1)F)C1=CC=CC=C1 N-[(3S)-9-Fluoro-2-oxo-5-phenyl-2,3-dihydro-1H-1,4-benzodiazepin-3-yl]-2-(2-fluorophenyl)-5H,6H,7H-pyrazolo[3,2-b][1,3]thiazine-3-carboxamide